6-chloro-7-(4-(3-methyloxetan-3-yl)piperazin-1-yl)-N-(1-(2,2,2-trifluoroethyl)-1H-pyrazol-4-yl)quinazolin-2-amine ClC=1C=C2C=NC(=NC2=CC1N1CCN(CC1)C1(COC1)C)NC=1C=NN(C1)CC(F)(F)F